C(C)(=O)C(CC(=O)O)C(C)=O 3-Acetyl-4-oxo-pentanoic acid